O1C(=NC2=C1C=CC=C2)NC=2OC1=C(N2)C=C(C=C1)C(C(=O)OC)C methyl 2-[2-(1,3-benzoxazol-2-ylamino)-1,3-benzoxazol-5-yl]propionate